1,8-dimercapto-3,6-dioxa-octane SCCOCCOCCS